tert-butyl 4-(4-bromo-1-cyclopropyl-1H-pyrazol-5-yl)-3,3-dimethylpiperidine-1-carboxylate BrC=1C=NN(C1C1C(CN(CC1)C(=O)OC(C)(C)C)(C)C)C1CC1